2-(isoindolin-2-yl)pyridin-4-amine C1N(CC2=CC=CC=C12)C1=NC=CC(=C1)N